ClC1=CC=C(C=C1)C1=CC=2C(C(=N1)C=1C=NN(C1)C)=CN(N2)[C@H](CO)C (S)-2-(6-(4-chlorophenyl)-4-(1-methyl-1H-pyrazol-4-yl)-2H-pyrazolo[4,3-c]pyridin-2-yl)propan-1-ol